(S)-(4-(benzylamino)-2-hydroxybicyclo[2.2.2]octan-1-yl)carbamic acid tert-butyl ester C(C)(C)(C)OC(NC12[C@H](CC(CC1)(CC2)NCC2=CC=CC=C2)O)=O